C(C)N(CC)CCN(CCOC(OC(CCCC(=O)OCCCCCCC)CCCCCC)=O)CCOC(C(CCCCCC)CCCCCC)=O heptyl 3-ethyl-12-hexyl-6-(2-((2-hexyloctanoyl)oxy)ethyl)-10-oxo-9,11-dioxa-3,6-diazahexadecane-16-oate